8-(1-aminoethyl)-2-(4,4-difluoropiperidin-1-yl)-3,6-dimethylquinazolin-4(3H)-one NC(C)C=1C=C(C=C2C(N(C(=NC12)N1CCC(CC1)(F)F)C)=O)C